gold(I) thiomalate (9Z,11E)-tetradeca-9,11-dien-1-yl-acetate C(CCCCCCC\C=C/C=C/CC)CC(=O)[O-].C(C(S)CC(=O)[O-])(=O)[O-].[Au+].[Au+].[Au+]